CN1C(=NC(=C1)NC(=O)C1CC(C1)N)C(=O)OCC ethyl 1-methyl-4-[(1r,3r)-3-aminocyclobutaneamido]imidazole-2-carboxylate